C(CCCCCCC)C(CCCCCCCC)N1C2=C(C3=C1C=C(S3)C=O)SC=C2 N-(1-octylnonyl)dithieno[3,2-b:2',3'-d]pyrrole-2-formaldehyde